2-(3-Bromo-5-methoxybenzyl)-2,6-dihydropyrrolo[3,4-c]pyrazole-5(4H)-carboxylic acid tert-butyl ester C(C)(C)(C)OC(=O)N1CC2=NN(C=C2C1)CC1=CC(=CC(=C1)OC)Br